N-[(1R)-1-[3-methoxy-5-(1-methylpyrazol-4-yl)phenyl]ethyl]-2-methyl-5-(4-piperidyl)benzamide COC=1C=C(C=C(C1)C=1C=NN(C1)C)[C@@H](C)NC(C1=C(C=CC(=C1)C1CCNCC1)C)=O